ClC=1C=C(OCC[C@H](C(=O)O)C)C=CC1C=1N(C2=NC=NC(=C2N1)OC1(CC1)C)CC1=CC(=CC=C1)OC |r| (racemic)-4-(3-chloro-4-(9-(3-methoxybenzyl)-6-(1-methylcyclopropoxy)-9H-purin-8-yl)phenoxy)-2-methylbutanoic acid